FC1(CCC(CC1)C1(C(NC2=C(C=CC=C12)C(F)(F)F)=O)C1=CC(=C(C=C1)B1OC(C(O1)(C)C)(C)C)F)F 3-(4,4-difluorocyclohexyl)-3-(3-fluoro-4-(4,4,5,5-tetramethyl-1,3,2-dioxaborolan-2-yl)phenyl)-7-(trifluoromethyl)indolin-2-one